BrC1=CC(=NC=C1)NC1=CC=C(C=C1)S(=O)(=O)N1CCCC1 4-bromo-N-(4-(pyrrolidin-1-ylsulfonyl)phenyl)pyridin-2-amine